7-(Methoxy(Methyl)Amino)-7-Oxoheptanoic Acid CON(C(CCCCCC(=O)O)=O)C